1-(6-((4-(5-(1H-pyrazol-1-yl)pyridin-3-yl)-1H-1,2,3-triazole-1-yl)methyl)-1H-indol-2-yl)-N-(cyclobutylmethyl)methylamine N1(N=CC=C1)C=1C=C(C=NC1)C=1N=NN(C1)CC1=CC=C2C=C(NC2=C1)CNCC1CCC1